propylene glycol bis-trimellitate C(C=1C(C(=O)O)=CC(C(=O)O)=CC1)(=O)O.C(C=1C(C(=O)O)=CC(C(=O)O)=CC1)(=O)O.C(C(C)O)O